NCC=1C=CC(=C(C(=O)NC2=CC=C(C=C2)S(=O)(=O)N2CCN(CC2)C2=NC(=CC(=C2)C(F)(F)F)Cl)C1)O 5-(Aminomethyl)-N-[4-[4-[6-chloro-4-(trifluoromethyl)-2-pyridyl]piperazin-1-yl]sulfonylphenyl]-2-hydroxy-benzamide